4-[3-[2,6-Dichloro-4-(6-cyano-2-azaspiro[3.3]heptan-2-yl)benzoyl]-2,4-dihydro-1,3-benzoxazin-8-yl]-5-fluoro-2-(3-oxa-8-azabicyclo[3.2.1]oct-8-yl)benzoic acid ClC1=C(C(=O)N2COC3=C(C2)C=CC=C3C3=CC(=C(C(=O)O)C=C3F)N3C2COCC3CC2)C(=CC(=C1)N1CC2(C1)CC(C2)C#N)Cl